5-[(1R)-1-(2-Chloro-4-fluoro-phenyl)ethoxy]-7-[1-(1-cyano-4-piperidyl)-5-methyl-triazol-4-yl]imidazo[1,2-a]pyridine-3-carbonitrile ClC1=C(C=CC(=C1)F)[C@@H](C)OC1=CC(=CC=2N1C(=CN2)C#N)C=2N=NN(C2C)C2CCN(CC2)C#N